FC=1C=C(C=CC1F)C=1C=C2C(=NC1)C=NN2 6-(3,4-Difluorophenyl)pyrazolo[4,3-b]pyridin